OCCSCCC1CC(CCC1)CCSCCO 1,3-bis(2-hydroxyethylthioethyl)cyclohexane